O=C(C(=O)O)CCC(=O)O (S)-2-oxopentanedioic acid